methylureidophenylmercaptoterazole CNC(NC=1C(=C(NC1)C1=NC=CC1=C1N=CC=C1)SC1=CC=CC=C1)=O